3-{2-[3-(2,4-Diamino-6-ethylpyrimidin-5-yloxy)propoxy]-4-methoxyphenyl}-N-hydroxyacrylamide NC1=NC(=C(C(=N1)N)OCCCOC1=C(C=CC(=C1)OC)C=CC(=O)NO)CC